C1(=CC=CC=C1)[C@@H]1CC(=NO1)C(=O)NC12CC(C1)(C2)C=2OC(=NN2)C2CC(C2)OC(F)(F)F (S)-5-phenyl-N-(3-(5-(3-(trifluoromethoxy)cyclobutyl)-1,3,4-oxadiazol-2-yl)bicyclo[1.1.1]pent-1-yl)-4,5-dihydroisoxazol-3-carboxamide